ClC=1C=CC(=C(C1)C1=C(C=NC=C1)F)N1N=NC(=C1)C(F)(F)F 4-(5-chloro-2-(4-(trifluoromethyl)-1H-1,2,3-triazol-1-yl)phenyl)-3-fluoro-pyridin